C(C)(=O)N[C@H]1C[C@H](C[C@@H]1O)C(=O)N[C@@H](C12CCC(CC1)(C2)F)C2=C(C(=CC=C2F)Cl)F (1R,3S,4S)-3-acetamido-N-((S)-(3-chloro-2,6-difluorophenyl)(4-fluorobicyclo[2.2.1]heptan-1-yl)methyl)-4-hydroxycyclopentane-1-carboxamide